ClC1=C(C=CC(=C1)Cl)CC (S)-1-(2,4-dichlorophenyl)ethane